C(C)(C)(C)NC1=NC(=NC(=N1)SC)NC1CC1 N'-t-butyl-N-cyclopropyl-6-(methylthio)-1,3,5-triazine-2,4-diamine